4-([1,1'-bi(cyclopropane)]-2-yl)-6-(2,4-Dimethoxypyrimidin-5-yl)-2-methylpyridazin-3(2H)-one C1(C(C1)C=1C(N(N=C(C1)C=1C(=NC(=NC1)OC)OC)C)=O)C1CC1